CN(CC(=O)O)C1=NC2=CC=C(C=C2C(=C1)C1=CC=CC=C1)CCN1CCOCC1 2-(methyl({6-[2-(morpholin-4-yl)ethyl]-4-phenylquinolin-2-yl})amino)acetic acid